NC(C#N)C1=C2C(=CN=C1)SN=C2C#C 2-amino-2-(3-ethynylisothiazolo[5,4-c]pyridin-4-yl)acetonitrile